2,3-dihydroxyterephthalic dihydrazide OC1=C(C(=O)NN)C=CC(=C1O)C(=O)NN